bicyclo[3.2.1]octane-3-carboxylic acid C12CC(CC(CC1)C2)C(=O)O